C(C)(C)(C)C1=CC=C(C=C1)B(O)O 4-(t-butyl)phenylboronic acid